Cl.ClC1=CC=CC(=C1)Cl 2,4-dichlorobenzene hydrochloride